C1(=CCC1)C(=O)N1[C@H]2C[C@]([C@H]2CC1)(OC=1C=2N(C=C(N1)C1=CN=C(S1)C)N=CC2)C cyclobut-1-en-1-yl((1S,5S,6R)-6-methyl-6-((6-(2-methylthiazol-5-yl)pyrazolo[1,5-a]pyrazin-4-yl)oxy)-2-azabicyclo[3.2.0]heptan-2-yl)methanone